2-Butyl-4-heptylphenol C(CCC)C1=C(C=CC(=C1)CCCCCCC)O